C12C(C(C(CC1)C2)C(=O)OCCCC)C(=O)OCCCC dibutyl bicyclo[2.2.1]heptane-2,3-dicarboxylate